FC=1C(=C(C=CC1F)[C@H]1[C@@H](O[C@]([C@H]1C)(C(F)(F)F)C)C(=O)NC1=CC=CC(=N1)C(=O)N)OC 6-[[(2R,3S,4S,5R)-3-(3,4-Difluoro-2-methoxy-phenyl)-4,5-dimethyl-5-(trifluoromethyl)tetrahydrofuran-2-carbonyl]amino]pyridin-2-carboxamid